COC1=CC=C(C(=O)N[C@@H](CCCCNC(\C(=C\C)\C)=O)C(=O)OC)C=C1 methyl (E)-N2-(4-methoxybenzoyl)-N6-(2-methylbut-2-enoyl)lysinate